5-((2-methyl-quinazoline-4-yl)amino)indoline CC1=NC2=CC=CC=C2C(=N1)NC=1C=C2CCNC2=CC1